5-(4,4,5,5-tetramethyl-1,3,2-dioxaborolan-2-yl)-3,6-dihydropyridine-1(2H)-carboxylic acid tert-butyl ester C(C)(C)(C)OC(=O)N1CCC=C(C1)B1OC(C(O1)(C)C)(C)C